CN1CCC(CC1)CCOC=1C=CC(=NC1)C=C 5-[2-(1-methyl-4-piperidyl)ethoxy]-2-vinyl-pyridine